2,6-Anhydro-4-(5-bromo-6-chloro-3-cyano-2H-indazol-2-yl)-5-cyclobutanecarboxamido-3,4,5-trideoxy-D-glycero-D-galacto-non-2-enonic acid BrC1=CC2=C(N(N=C2C=C1Cl)[C@H]1C=C(C(=O)O)O[C@H]([C@@H]1NC(=O)C1CCC1)[C@H](O)[C@H](O)CO)C#N